8-chloro-6-piperazin-1-ylbenzo[b][1,4]benzoxazepine ClC1=CC2=C(OC3=C(C=N2)C=CC=C3)C(=C1)N1CCNCC1